CCCCCCCCCCCCCCCCCC(=O)O[C@H](CO/C=C\CCCCCCCCCCCCCCCC)COP(=O)([O-])OCC[N+](C)(C)C 1-(1Z-octadecenyl)-2-octadecanoyl-glycero-3-phosphocholine